N1C=CC(C1)=N pyrrolinimine